benzyl 4-(benzyloxy)-3-bromo-2,5,6-trimethylbenzoate C(C1=CC=CC=C1)OC1=C(C(=C(C(=O)OCC2=CC=CC=C2)C(=C1C)C)C)Br